8-fluoro-2,4,5-trimethyl-4,5-dihydro-2H-[1,2,3]triazolo[4,5-c]quinolin-6-amine FC=1C=C2C=3C(C(N(C2=C(C1)N)C)C)=NN(N3)C